ClC=1C=C(OC=2C(=CN=NC2)C2=NOC[C@H](N2)CC2=CC(=C(C=C2)C)C)C=CC1 |r| (5RS)-3-[5-(3-chlorophenoxy)pyridazin-4-yl]-5-(3,4-dimethylbenzyl)-5,6-dihydro-4H-1,2,4-oxadiazine